P([O-])([O-])=O.[Li+].[Li+] lithium phosphonic acid salt